FC=1C=2N(C=CC1)N=C(C2)[C@H]2N(CCC1=C2N=CN1)C=1OC(=NN1)C1=NC=CN=C1 (S)-2-(4-(4-fluoropyrazolo[1,5-a]pyridin-2-yl)-1,4,6,7-tetrahydro-5H-imidazo[4,5-c]pyridin-5-yl)-5-(pyrazin-2-yl)-1,3,4-oxadiazole